NC=1NC(C=2N=CN(C2N1)[C@H]1C=C[C@@](C1)(CC)OCP(=O)(OC1=CC=CC=C1)N[C@@H](C)C(=O)OCC)=O ethyl (((((1S,4R)-4-(2-amino-6-oxo-1,6-dihydro-9H-purin-9-yl)-1-ethylcyclopent-2-en-1-yl) oxy) methyl) (phenoxy) phosphoryl)-L-alaninate